NC(=O)C1=CC=CC2=CN(N=C12)C1=CC=C(C(=O)N2CC[NH+](CC2)C)C=C1 4-{4-[7-(aminocarbonyl)-2H-indazol-2-yl]benzoyl}-1-methylpiperazin-1-ium